Trimethylhydroxysilane C[Si](O)(C)C